3-(7-hydroxy-6,7-dihydro-5H-pyrrolo[1,2-a]imidazol-2-yl)-N-methyl-4-(4-(trifluoromethyl)phenoxy)benzenesulfonamide OC1CCN2C1=NC(=C2)C=2C=C(C=CC2OC2=CC=C(C=C2)C(F)(F)F)S(=O)(=O)NC